5-((2R,4S)-2-(2,5-difluorophenyl)-4-fluoropyrrolidin-1-yl)pyrazolo[1,5-a]Pyrimidine-3-amine FC1=C(C=C(C=C1)F)[C@@H]1N(C[C@H](C1)F)C1=NC=2N(C=C1)N=CC2N